C(CCCCCCCCCCC)SCC1=C(C(=CC=C1)O)C (dodecylthiomethyl)-o-cresol